di(2-methylphenyl) phosphonate P(OC1=C(C=CC=C1)C)(OC1=C(C=CC=C1)C)=O